BrC=1C=C(C(=NC1)N1CCC(CC1)CCN1CCN(CC1)C=1C=C2C(N(C(C2=CC1)=O)C1C(NC(CC1)=O)=O)=O)F 5-[4-[2-[1-(5-bromo-3-fluoro-2-pyridinyl)-4-piperidinyl]ethyl]piperazin-1-yl]-2-(2,6-dioxo-3-piperidinyl)isoindoline-1,3-dione